C(CCC)C1=NC(=CC(=C1)CCCC)CCCC 2,4,6-tributyl-pyridine